N1=CC=C(C=C1)C=1C=C(C=CC1)C=1N=C(SC1)NC(=O)[C@H]1N(CC1)C(=O)C1=CC=C(C=C1)NC(OC(C)(C)C)=O (S)-tert-butyl (4-(2-((4-(3-(pyridin-4-yl)phenyl)thiazol-2-yl)carbamoyl)azetidine-1-carbonyl)phenyl)carbamate